FC=1C=C(C=C(C1)F)CC=1C=C2C(=NN(C2=CC1)C(C1=CC=CC=C1)(C1=CC=CC=C1)C1=CC=CC=C1)NC(C(F)(F)F)=O N-[5-[(3,5-difluorophenyl)methyl]-1-trityl-indazol-3-yl]-2,2,2-trifluoro-acetamide